BrC(C(=O)N)(C#N)Br 2,2-dibromo-3-nitrilo-propioamide